C(C)C1(C(OCC=2C(N3CC=4C(=NC=5C=C(C(=CC5C4CCCNC(C)C)C)F)C3=CC21)=O)=O)O 4-ethyl-8-fluoro-4-hydroxy-11-(3-isopropylaminopropyl)-9-methyl-1,12-dihydro-14H-pyrano[3',4':6,7]indolizino[1,2-b]quinoline-3,14(4H)-dione